(1S)-1-[4-(4,4,5,5-tetramethyl-1,3,2-dioxaborolan-2-yl)phenyl]ethanol CC1(OB(OC1(C)C)C1=CC=C(C=C1)[C@H](C)O)C